FC=1C=C(C=CC1OC1=C2C(=NC=C1)C=C(S2)C2=NC=C(C=C2)CNCCOC)NC(=O)C=2C(N(C=CC2C)C2=CC=CC=C2)=O N-(3-fluoro-4-{[2-(5-{[(2-methoxyethyl)amino]methyl}pyridin-2-yl)thieno[3,2-b]pyridin-7-yl]oxy}phenyl)-4-methyl-2-oxo-1-phenyl-1,2-dihydropyridine-3-carboxamide